3,7-dibromo-10-(4-bromophenyl)-10H-phenothiazine BrC=1C=CC=2N(C3=CC=C(C=C3SC2C1)Br)C1=CC=C(C=C1)Br